4-((4-bromophenylethyl)amino)-3-methoxy-5-nitrobenzoic acid ethyl ester C(C)OC(C1=CC(=C(C(=C1)[N+](=O)[O-])NCCC1=CC=C(C=C1)Br)OC)=O